4-(5-Fluoropyridin-2-yl)-3-oxobutanoic acid methyl ester COC(CC(CC1=NC=C(C=C1)F)=O)=O